IC=1C(=NC=CC1)C 3-iodo-2-methylpyridine